ClC1=C(C=C(C=C1)NC(CN1CCN(CC1)C1=C2C(NC=N1)=NC=C2)=O)S(N(C)C)(=O)=O N-[4-chloro-3-(dimethylsulfamoyl)phenyl]-2-(4-{1H-pyrrolo[2,3-d]pyrimidin-4-yl}piperazin-1-yl)acetamide